CCN\\1C2=CC=CC=C2C(/C1=C/C=C/C=C/C=C/C3=[N+](C4=CC=CC=C4C3(C)C)CC)(C)C.[I-] The molecule is a C7 cyanine dye having 1-ethyl-3,3-dimethylindoleinine units at each end. It has a role as a fluorochrome. It is an organic iodide salt and a cyanine dye. It contains a C7-indocyanine cation.